ClC1=CC=C2CCC3(CCN(CC3)CC=3C=NN(C3)C)C2=C1 6-chloro-1'-[(1-methylpyrazol-4-yl)methyl]spiro[indane-1,4'-piperidine]